C(CCCCCCCCCCCCCCCCCCCCCCCCC)O 1-hexacosyl alcohol